23-fluoro-9-methyl-18-oxa-6,9,13,26,29,30-hexaazaheptacyclo[23.5.2.22,5.113,15.06,11.019,24.028,31]pentatriaconta-1(30),2,4,19(24),20,22,25,27,31,34-decaene FC1=CC=CC=2OCCC3CN(CC4CN(CCN4C4=CC=C(C5=NNC6=CN=C(C12)C=C56)C=C4)C)C3